C1(=CC=C(C=C1)C=1OC2=C(N1)C=C(C=C2)N)C=2OC1=C(N2)C=C(C=C1)N p-phenylenebis(5-aminobenzoxazole)